C1(CC1)C=1C(=CC(=NC1)C(=O)OC)C(F)(F)F Methyl 5-cyclopropyl-4-(trifluoromethyl)picolinate